CC1(OCC(CO1)N1N=NN=C1SC1=C(C(=O)NC2=NC=C(C=C2F)C(C(C(F)(F)F)(F)F)(F)F)C=C(C=C1)[N+](=O)[O-])C 2-{[1-(2,2-dimethyl-1,3-dioxan-5-yl)-1H-1,2,3,4-tetrazol-5-yl]sulfanyl}-N-[3-fluoro-5-(1,1,2,2,3,3,3-heptafluoropropyl)pyridin-2-yl]-5-nitrobenzamide